BrC1=C(N=C2N(C1=O)C=CC(=C2)OC)C(F)F 3-bromo-2-(difluoromethyl)-8-methoxy-4H-pyrido[1,2-a]pyrimidin-4-one